C(C)C1=C(C(=O)OC2=CC3=C(C=CC=C3C=C2)N2C(=C3CCC4=C(C3=C2C2=CC=CC3=CC=CC=C23)C=CC=C4)C)C=CC(=C1)C1=NC(=C4C(=N1)N(N=C4CC)C)NCC4=CC=C(C=C4)F 8-(3-methyl-1-(naphthalen-1-yl)-4,5-dihydro-2H-benzo[e]isoindol-2-yl)naphthalen-2-ol Ethyl-4-(3-ethyl-4-((4-fluorobenzyl)amino)-1-methyl-1H-pyrazolo[3,4-d]pyrimidin-6-yl)benzoate